ClC=1C=C(C=CC1)[C@H]1C[C@H](C1)NC(=O)C=1C=NN(C1)CC=1C=NC(=NC1)S(=O)(=O)C N-((cis)-3-(3-Chlorophenyl)cyclobutyl)-1-((2-(methylsulfonyl)pyrimidin-5-yl)methyl)-1H-pyrazole-4-carboxamide